NC1=C(C=C(C=C1)C1=CC=C(C=C1)F)NC(C1=CC=C(C=C1)S1(N=CCCC1)=O)=O N-[2-amino-5-(4-fluorophenyl)phenyl]-4-(1-oxo-1-thia-2-azacyclohexen-1-yl)benzamide